6,10-dimethyl-5,9-undecadiene CC(=CCCCC)CCC=C(C)C